BrC=1C(=CC=C2N=CC(=NC12)C=1C=NN(C1)CC1CCS(CC1)(=O)=O)OC=1C=CC2=C(NC(=N2)C)C1 4-((4-(8-bromo-7-((2-methyl-1H-benzo[d]imidazol-6-yl)oxy)quinoxalin-2-yl)-1H-pyrazol-1-yl)methyl)tetrahydro-2H-thiopyran 1,1-dioxide